N-(2-(2,5-dioxo-2,5-dihydro-1H-pyrrol-1-yl)ethyl)-3-phenylpropionamide trifluoroacetate FC(C(=O)O)(F)F.O=C1N(C(C=C1)=O)CCNC(CCC1=CC=CC=C1)=O